tert-butyl 4-[2-[5-(2-bromo-4-ethylsulfonyl-phenoxy)-2-pyridyl]ethyl]piperidine-1-carboxylate BrC1=C(OC=2C=CC(=NC2)CCC2CCN(CC2)C(=O)OC(C)(C)C)C=CC(=C1)S(=O)(=O)CC